C(#N)C1(CC1)NS(=O)(=O)C1=CC=C2C3=C(NC2=C1)N=CN=C3N3C[C@@H](C(CC3)N(CC)CC)F N-(1-cyanocyclopropyl)-4-((3S)-4-(diethylamino)-3-fluoropiperidin-1-yl)-9H-pyrimido[4,5-b]Indole-7-sulfonamide